methyl-(3R)-4-[6-(4,4-difluoropiperidin-1-yl)-2-[1H-pyrrolo[2,3-b]pyridin-4-yl]pyrimidin-4-yl]-3-methylmorpholine CC1(N(CCOC1)C1=NC(=NC(=C1)N1CCC(CC1)(F)F)C1=C2C(=NC=C1)NC=C2)C